NCCC1CN(C1)C1=NC=C(C=2N1C=CN2)SC2=C(C(=NC=C2)N)Cl 4-({5-[3-(2-aminoethyl)azetidin-1-yl]imidazo[1,2-c]pyrimidin-8-yl}sulfanyl)-3-chloropyridin-2-amine